ClC=1C=C(C(=NC1)N1C([C@H](N(C(C1)=O)CC1=CC=C(C=C1)F)C1COC1)=O)C (R)-1-(5-chloro-3-methylpyridin-2-yl)-4-(4-fluorobenzyl)-3-(oxetan-3-yl)piperazine-2,5-dione